COC=1C=C2C3=C(NC2=CC1)[C@H]1[C@H]2N(C(C3)=N)C[C@H](C2)C1 (2S,12R,12aS)-8-methoxy-2,3,6,11,12,12a-hexahydro-2,12-methanopyrrolo[1',2':1,2]azepino[4,5-b]indol-5(1H)-imine